((6-methoxy-2-(2-methoxyimidazo[2,1-b][1,3,4]thiadiazol-6-yl)benzofuran-4-yl)methoxy)-N-methyl-[1,1'-biphenyl]-4-carboxamide COC1=CC2=C(C=C(O2)C=2N=C3SC(=NN3C2)OC)C(=C1)COC1=C(C=CC(=C1)C(=O)NC)C1=CC=CC=C1